pyrido[3,2-f][1,4]oxazepine-8-carboxamide O1C=CN=CC2=C1N=C(C=C2)C(=O)N